(2S,4R)-4-fluoro-N-[(S)-phenyl[4-(propan-2-yl)phenyl]methyl]-1-[2-(1H-1,2,3-triazol-1-yl)propanoyl]pyrrolidine-2-carboxamide F[C@@H]1C[C@H](N(C1)C(C(C)N1N=NC=C1)=O)C(=O)N[C@H](C1=CC=C(C=C1)C(C)C)C1=CC=CC=C1